C1(=CC(=CC=C1)CNCC1=CC(=NC=C1)N1CCCCC1)C 1-(m-tolyl)-N-[[2-(1-piperidinyl)-4-pyridinyl]methyl]methanamine